hydrogen carbonate (hydrogen carbonate) C(O)(O)=O.C(O)(O)=O